N-(3-cyano-4-hydroxyphenyl)-4-(1H-pyrrolo[2,3-b]pyridin-5-yl)benzo[b]thiophene-2-carboxamide C(#N)C=1C=C(C=CC1O)NC(=O)C1=CC2=C(S1)C=CC=C2C=2C=C1C(=NC2)NC=C1